Cesium Methylammonium C[NH3+].[Cs+]